CC(C)(CCC(C)(OOC(C1=CC=CC=C1)=O)C)OOC(C1=CC=CC=C1)=O 2,5-di-methyl-2,5-di(benzoylperoxy)hexane